FC(C(=O)O)(F)F.FC(C(=O)O)(F)F.CC=1C=C(C=C(C1C)C)NC1=NC=C(C(=N1)NC=1C=C(C2=C(NC(O2)=O)C1)CN1CCNCC1)C 5-(2-(3,4,5-trimethylphenylamino)-5-methylpyrimidin-4-ylamino)-7-((piperazin-1-yl)methyl)benzo[d]oxazol-2(3H)-one ditrifluoroacetate salt